2-(acetylthio)ethanol C(C)(=O)SCCO